COC[C@@H]1CCC2=CC=3CCCC3C(=C12)NC(=O)N=[S@](=O)(N)C=1C=NN2C1OCC(C2)(C)C (R)-N'-(((R)-3-(methoxymethyl)-1,2,3,5,6,7-hexahydro-s-indacen-4-yl)carbamoyl)-6,6-dimethyl-6,7-dihydro-5H-pyrazolo[5,1-b][1,3]oxazine-3-sulfonimidamide